FC(C1=NN=C(S1)C1=NC(=NC2=CC=C(C=C12)S(=O)(=O)NC1(CC1)C)N1C[C@H](N[C@@H](C1)C)C)F 4-(5-(difluoromethyl)-1,3,4-thiadiazol-2-yl)-2-((3R,5R)-3,5-dimethylpiperazin-1-yl)-N-(1-methylcyclopropyl)quinazoline-6-sulfonamide